4-((E)-3-((((3aR,4R,6R,6aR)-6-(6-amino-9H-purin-9-yl)-2,2-dimethyltetrahydrofuro[3,4-d][1,3]dioxol-4-yl)methyl)amino)prop-1-en-1-yl)benzonitrile NC1=C2N=CN(C2=NC=N1)[C@@H]1O[C@@H]([C@@H]2[C@H]1OC(O2)(C)C)CNC/C=C/C2=CC=C(C#N)C=C2